2-(trifluoromethyl)-5,6-dihydrobenzo[f]Imidazo[1,2-d][1,4]Oxazepine-9-carboxylic acid methyl ester COC(=O)C1=CC2=C(C=3N(CCO2)C=C(N3)C(F)(F)F)C=C1